7-bromo-6-fluoro-2-methyl-5-nitro-2H-indazole BrC1=C(C(=CC2=CN(N=C12)C)[N+](=O)[O-])F